(2R,4S)-4-(benzyloxy)-1-(1-methylcyclopropane-1-carbonyl)pyrrolidin C(C1=CC=CC=C1)O[C@H]1CCN(C1)C(=O)C1(CC1)C